(4-amino-7-chloro-1,3-dihydrofuro[3,4-c]quinolin-8-yl)((3R)-3-(5-(trifluoromethyl)-2-pyridinyl)-1-pyrrolidinyl)methanone NC1=NC=2C=C(C(=CC2C2=C1COC2)C(=O)N2C[C@@H](CC2)C2=NC=C(C=C2)C(F)(F)F)Cl